(E)-N8-hydroxy-N1-(4-hydroxyphenylethyl)-2-((naphthalen-1-yloxy)methyl)-2-octenediamide ONC(CCCC/C=C(/C(=O)NCCC1=CC=C(C=C1)O)\COC1=CC=CC2=CC=CC=C12)=O